OCC1(CCN(CC1)C)NC(=O)C=1C=2C[C@@H]3[C@H](C2N(N1)C1=C(C=C(C=C1)F)F)C3 (1aR,5aR)-2-(2,4-Difluoro-phenyl)-1a,2,5,5a-tetrahydro-1H-2,3-diaza-cyclopropa[a]pentalene-4-carboxylic acid (4-hydroxymethyl-1-methyl-piperidin-4-yl)-amide